2-[5-[(E)-2-ethoxyvinyl]-2,4-dimethyl-phenyl]acetic acid C(C)O/C=C/C=1C(=CC(=C(C1)CC(=O)O)C)C